N-(4-((3-(4,5-dimethyl-2H-1,2,3-triazol-2-yl)-2-methoxyphenyl)amino)-2-methyl-3-oxo-2,3-dihydro-1H-pyrazolo[3,4-b]pyridin-6-yl)cyclopropanecarboxamide CC1=NN(N=C1C)C=1C(=C(C=CC1)NC1=C2C(=NC(=C1)NC(=O)C1CC1)NN(C2=O)C)OC